tert-butyl ((S)-(5-((((S)-2-amino-3,3,3-trifluoropropyl)amino)methyl)benzo-[d]oxazol-2-yl)((1r,4S)-4-methylcyclohexyl)methyl)carbamate N[C@@H](CNCC=1C=CC2=C(N=C(O2)[C@H](C2CCC(CC2)C)NC(OC(C)(C)C)=O)C1)C(F)(F)F